2-(cyano-(2,6-difluoro-4-pyridyl)-amino)-N-hexyl-5-methyl-thiazole-4-carboxamide C(#N)N(C=1SC(=C(N1)C(=O)NCCCCCC)C)C1=CC(=NC(=C1)F)F